2,4,6-triphenylpyrylium hydrogensulfate S(=O)(=O)(O)[O-].C1(=CC=CC=C1)C1=[O+]C(=CC(=C1)C1=CC=CC=C1)C1=CC=CC=C1